N,N'-dimethyl-sulfonyl-dianiline lithium [Li].CN(C1=CC=CC=C1)S(=O)(=O)N(C1=CC=CC=C1)C